(2S,3R,4S)-2-[(3-chloro-2-fluorophenyl)methyl]-3-[(ethanesulfonyl)amino]-4-fluoropyrrolidine-1-carboxylic acid benzyl ester C(C1=CC=CC=C1)OC(=O)N1[C@H]([C@H]([C@H](C1)F)NS(=O)(=O)CC)CC1=C(C(=CC=C1)Cl)F